(1-propylpentyl)(2-ethylhexyl)phosphinic acid C(CC)C(CCCC)P(O)(=O)CC(CCCC)CC